CN(C1=C(C(=CC=C1)C)C)C N,N-dimethyl-dimethylaniline